COCCN1C(NC2=CC=CC=C2C1)=O 3-(2-methoxyethyl)-3,4-dihydroquinazolin-2(1H)-one